OC1C2=CC=CC=C2C=2C=CC=CC12 9-Hydroxy-fluoren